C(C)C12CC(C1)(C2)CC(=O)N {3-ethylbicyclo[1.1.1]pentan-1-yl}acetamide